(R)-5-(4-chloro-2-fluorophenyl)-2,3-dimethyl-7-(3-(1-methyl-1H-pyrazol-4-yl)piperidin-1-yl)pyrido[4,3-d]pyrimidin-4(3H)-one ClC1=CC(=C(C=C1)C1=NC(=CC=2N=C(N(C(C21)=O)C)C)N2C[C@H](CCC2)C=2C=NN(C2)C)F